5-ureidopentanoic acid amide N(C(=O)N)CCCCC(=O)N